cesium-potassium salt [K].[Cs]